C(C)OC(COC[C@H]1N(CCCC1)C(=O)OC(C)(C)C)=O tert-butyl (S)-2-((2-ethoxy-2-oxoethoxy)methyl)piperidine-1-carboxylate